N(=[N+]=[N-])C=1C=NC=C(C1)F 3-azido-5-fluoropyridine